CN[C@@H](CCCCN)C(=O)O Methyl-Lysine